C12(CC(C1)C2)N2N=CC(=C2)N2N=CC1=CC(=C(C=C21)[C@@H]2[C@H](CN(CC2)C2(COC2)C)F)Cl |o1:19| (R,R or S,S)-1-(1-(bicyclo[1.1.1]pentan-1-yl)-1H-pyrazol-4-yl)-5-chloro-6-(3-fluoro-1-(3-methyloxetan-3-yl)piperidin-4-yl)-1H-indazole